4-(5-(2,6-dimethylphenoxy)-1-methyl-2-oxo-1,2-dihydropyridin-4-yl)-2-(2,5-dimethylphenyl)-6-methyl-1,6-dihydro-7H-pyrrolo[2,3-c]pyridin-7-one CC1=C(OC=2C(=CC(N(C2)C)=O)C=2C3=C(C(N(C2)C)=O)NC(=C3)C3=C(C=CC(=C3)C)C)C(=CC=C1)C